FC(OC1=CC=C(C=C1)C1=NOC(=N1)N1CCC(CC1)C(=O)O)F 1-(3-(4-(Difluoromethoxy)phenyl)-1,2,4-oxadiazol-5-yl)piperidine-4-carboxylic acid